N-(5-Amino-6-hydrazinyl-6-oxohexyl)-6-(5-((3aS,6aR)-2-oxohexahydro-1H-thieno[3,4-d]imidazol-4-yl)pentanamido)hexanamid NC(CCCCNC(CCCCCNC(CCCCC1SC[C@@H]2NC(N[C@@H]21)=O)=O)=O)C(=O)NN